(3E)-3-hexen-1-ol C(C\C=C\CC)O